3-fluoro-4-[(1s,4r,5r)-5-hydroxy-3-oxo-2-azabicyclo[2.2.1]heptan-2-yl]benzoic acid tert-butyl ester C(C)(C)(C)OC(C1=CC(=C(C=C1)N1[C@@H]2C[C@H]([C@H](C1=O)C2)O)F)=O